tert-Butyl 3-[1-[4-[(5-Cyclopentyl-1H-pyrazol-3-yl)amino]pyrimidin-2-yl]pyrrolidin-3-yl]azetidine-1-carboxylate C1(CCCC1)C1=CC(=NN1)NC1=NC(=NC=C1)N1CC(CC1)C1CN(C1)C(=O)OC(C)(C)C